6-(4-((1,1-dioxidothiomorpholino)methyl)phenyl)-9H-purin O=S1(CCN(CC1)CC1=CC=C(C=C1)C1=C2N=CNC2=NC=N1)=O